(Z)-1-(3-(2-(ethoxymethyl)-5-methylphenyl)-4-oxothiazolidin-2-ylidene)-3-(2-fluoro-4-(1-(4-((trifluoromethyl)thio)phenyl)-1H-1,2,4-triazol-3-yl)phenyl)urea C(C)OCC1=C(C=C(C=C1)C)N1/C(/SCC1=O)=N/C(=O)NC1=C(C=C(C=C1)C1=NN(C=N1)C1=CC=C(C=C1)SC(F)(F)F)F